CO[C@@H]1C[C@@H](N(C1)C(NC1=CC=C(C=C1)C(C)C)=O)C(=O)O (4R)-4-methoxy-1-{[4-(propan-2-yl)phenyl]carbamoyl}-D-proline